(2-isobutyl-3-methoxyphenyl)propane-2-sulfonamide C(C(C)C)C1=C(C=CC=C1OC)CC(C)S(=O)(=O)N